C(C)OC([C@@H](C[C@@H](CC1=CC=C(C=C1)Br)N)O)=O (2R,4R)-4-amino-5-(4-bromophenyl)-2-hydroxypentanoic acid ethyl ester